1-[(4-{[2-(trifluoromethyl)-1,3-dioxan-2-yl]methoxy}phenyl)methyl]-1H-pyrazole-4-carboxylic acid ethyl ester C(C)OC(=O)C=1C=NN(C1)CC1=CC=C(C=C1)OCC1(OCCCO1)C(F)(F)F